6-bromo-1,4-benzodioxan BrC1=CC2=C(OCCO2)C=C1